(R)-(2'-formyl-6-methyl-[1,1'-biphenyl]-2-yl) methylphenanthrene-9-formate CC1=CC=CC=2C3=CC=CC=C3C(=CC12)C(=O)OC1=C(C(=CC=C1)C)C1=C(C=CC=C1)C=O